C1(=CC=CC=C1)C1C(OC(=C1)O)=O phenyl-5-hydroxyfuran-2-one